1,5-anhydro-3-(8-chloro-6-((6-(1,3-dimethyl-1H-pyrazol-4-yl)pyridin-3-yl)methyl)-7-methyl-4-oxoquinazolin-3(4H)-yl)-2,3-dideoxy-L-threo-pentitol ClC=1C(=C(C=C2C(N(C=NC12)[C@H]1CCOC[C@@H]1O)=O)CC=1C=NC(=CC1)C=1C(=NN(C1)C)C)C